4-fluoro-5-(2-methyl-oxazol-5-yl)phenol FC1=CC=C(C=C1C1=CN=C(O1)C)O